CC([C@H](C(=O)N1CCC2(CC1)C(CN(C(C2)=O)C)C2=CC=CC=C2)NC(C2=NC=CC(=C2)C(F)(F)F)=O)C N-((2R)-3-methyl-1-(9-methyl-10-oxo-7-phenyl-3,9-diazaspiro[5.5]undecan-3-yl)-1-oxobutan-2-yl)-4-(trifluoromethyl)picolinamide